1-(4-methylphenyl)-4-{3-[(7-trifluoromethylquinolin-4-yl)amino]Benzoyl}piperazine CC1=CC=C(C=C1)N1CCN(CC1)C(C1=CC(=CC=C1)NC1=CC=NC2=CC(=CC=C12)C(F)(F)F)=O